3-(furan-2-yl)-N-phenylprop-2-en-1-imine O1C(=CC=C1)C=CC=NC1=CC=CC=C1